hept-2-en-5,6-dicarboxylic acid CC=CCC(C(C)C(=O)O)C(=O)O